C(C)(C)(C)NC(=O)[C@@H]1OB(OC(C1)=O)[C@H](CC(C)C)NC(CNC(C1=C(C=CC(=C1)Cl)Cl)=O)=O (R)-N-(tert-butyl)-2-((R)-1-(2-(2,5-dichlorobenzamido)acetamido)-3-methylbutyl)-6-oxo-1,3,2-dioxaborinane-4-carboxamide